1-(4-(1-methoxy-3,3-dimethylcyclobutyl)pyridin-2-yl)-N-(1-methyl-1H-indazol-7-yl)-1H-pyrazole-4-sulfonamide COC1(CC(C1)(C)C)C1=CC(=NC=C1)N1N=CC(=C1)S(=O)(=O)NC=1C=CC=C2C=NN(C12)C